C(C1=CC=CC=C1)S(=O)(=O)N1[C@H]([C@H](CCC1)C(=O)NC1=CC(=C(C=C1)C)C(F)(F)F)C1=CC=C(C=C1)NC1CCCC1 (2R,3S)-1-(benzylsulfonyl)-2-(4-(cyclopentylamino)phenyl)-N-(4-methyl-3-(trifluoromethyl)phenyl)piperidine-3-carboxamide